S1C=NC(=C1)COC1=C(C=C2C=C(NC2=C1)CNC(=O)N1CCCC1)C(F)(F)F N-((6-(thiazol-4-ylmethoxy)-5-(trifluoromethyl)-1H-indol-2-yl)methyl)pyrrolidine-1-carboxamide